N-(6-METHOXY-1-METHYL-1H-INDAZOL-7-YL)-1-(5-METHOXY-2-(TRIFLUOROMETHYL)PYRIDIN-4-YL)-1H-PYRAZOLE-4-SULFONAMIDE COC1=CC=C2C=NN(C2=C1NS(=O)(=O)C=1C=NN(C1)C1=CC(=NC=C1OC)C(F)(F)F)C